4-[(2-methylsulfonyl-8-(propan-2-yl)pyrazolo[1,5-A][1,3,5]triazin-4-yl)amino]piperidine-1-carboxylic acid tert-butyl ester C(C)(C)(C)OC(=O)N1CCC(CC1)NC1=NC(=NC=2N1N=CC2C(C)C)S(=O)(=O)C